ClC=1C=CC(=C(C1)CC(=O)NC1=CC(=NC=C1)C(=O)NCC1=CC=NC=C1)O 4-[[2-(5-chloro-2-hydroxy-phenyl)acetyl]amino]-N-(4-pyridylmethyl)pyridine-2-carboxamide